C(C)N(CC)P(Cl)N(CC)CC Bis(diethylamino)chlorophosphine